indolizino[1,2-b]quinoline-1-carbamate C=1(C2=CC=3C(N=C2C=CC1)=C1C=CC=CN1C3)NC(=O)[O-]